C1(=CC=CC=C1)[P](C1=CC=CC=C1)=S diphenylphosphorus sulfide